C1(CCCCC1)C(=O)[O-] cyclohexane-1-carboxylate